C(C)(C)(C)N\C=C/1\C(OC2=CC=CC=C2C1=O)C1=C(NC2=CC=CC=C12)C (Z)-3-((tert-butylamino)methylene)-2-(2-methyl-1H-indol-3-yl)chroman-4-one